Methyl 3-amino-4-trifluoromethylbenzoate NC=1C=C(C(=O)OC)C=CC1C(F)(F)F